[Si](C)(C)(C(C)(C)C)C#CC1=C(C=C(C=C1)C1CC1)C1=C(C=NC(=C1)C)C(=O)OC methyl 4-(2-((tert-butyldimethylsilyl) ethynyl)-5-cyclopropylphenyl)-6-methylpyridine-3-carboxylate